ClC1=NC=C(C(=N1)NCC1=C(C=CC(=C1)Cl)F)C(=O)N 2-chloro-4-[(2-fluoro-5-chlorobenzyl)amino]pyrimidin-5-carboxamide